N1[C@@H](C[C@@H](O)C1)C(=O)O 4-cis-hydroxyproline